FC1=C(C=CC=C1\C=C\C)O 2-fluoro-3-[(E)-prop-1-enyl]phenol